2-(4-bromophenoxy)-2,2-difluoroethane-1-ol BrC1=CC=C(OC(CO)(F)F)C=C1